CC(=O)OC1=C(C(=CC=C1F)C([C@@H](NC([C@@H](N)C(C)C)=O)CCC(=O)O)=O)F valyl-glutamyl-(2,6-difluorophenoxy) methyl ketone